2-(6-{[(1R,3s,5S)-1,5-dimethyl-8-azabicyclo[3.2.1]octan-3-yl]oxy}pyridazin-3-yl)-5-[1-(2H3)methyl-1H-pyrazol-4-yl]pyridin-3-ol C[C@]12CC(C[C@](CC1)(N2)C)OC2=CC=C(N=N2)C2=NC=C(C=C2O)C=2C=NN(C2)C([2H])([2H])[2H]